C1(C2C1CC=1C=CC=CC21)C(=O)N 1,1a,6,6a-tetrahydrocyclopropa[a]indene-1-carboxamide